8-benzyl-6-phenylimidazo[1,2-a]pyrazin-3(7H)-one C(C1=CC=CC=C1)C1=C2N(C=C(N1)C1=CC=CC=C1)C(C=N2)=O